CC=1N=C2N(C=C(N=C2C)NC(=O)C=2C(=NC(=NC2)N2CC3C(C2)CN(C3)C(=O)OC(C)(C)C)OC)C1 tert-butyl 5-(5-((2,8-dimethylimidazo[1,2-a]pyrazin-6-yl)carbamoyl)-4-methoxypyrimidin-2-yl)hexahydropyrrolo[3,4-c]pyrrole-2(1H)-carboxylate